C(#N)C1=C(C=C(C=C1)S(=O)(=O)Cl)C 4-cyano-3-methylbenzene-1-sulfonyl chloride